N-(5-Bromo-2-(3-(3-methoxypiperidin-1-yl)propoxy)pyridin-3-yl)methanesulfonamide BrC=1C=C(C(=NC1)OCCCN1CC(CCC1)OC)NS(=O)(=O)C